ClC1=CC=C(C(=N1)C(=O)O)F 6-chloro-3-fluoro-pyridine-2-carboxylic acid